ClC1=NC=2C(N(C=CC2C=C1)C)=O 2-chloro-7-methyl-7,8-dihydro-1,7-diaza-8-naphthalenone